(1R,3R,5S)-3-methyl-1-(3-methyl-1,2,4-oxadiazol-5-yl)-N-(4-methyl-3-(pyrrolo[2,1-f][1,2,4]triazin-2-yl)phenyl)-6-azabicyclo[3.1.1]heptane C[C@H]1C[C@]2(N([C@@H](C1)C2)C2=CC(=C(C=C2)C)C2=NN1C(C=N2)=CC=C1)C1=NC(=NO1)C